methyl 3-(4-(2-(4-((tert-butoxycarbonyl)amino)butoxy)acetamido)-1-(tetrahydro-2H-pyran-2-yl)-1H-indazol-6-yl)propanoate C(C)(C)(C)OC(=O)NCCCCOCC(=O)NC1=C2C=NN(C2=CC(=C1)CCC(=O)OC)C1OCCCC1